C12C3=CC=CC=C3C(C=C1)N2 11-Azatricyclo[6.2.1.02,7]undeca-2,4,6,9-tetraene